1-(6,7-dihydro-5H-benzo[6,7]cyclohepta[1,2-c]pyridazin-3-yl)-N3-(3-fluoro-4-(1-methyloctahydropyrrolo[3,4-b]pyrrol-5-yl)phenyl)-1H-1,2,4-triazole-3,5-diamine N1=NC(=CC2=C1C1=C(CCC2)C=CC=C1)N1N=C(N=C1N)NC1=CC(=C(C=C1)N1CC2N(CCC2C1)C)F